CS(=O)(=O)CCOC1=C(C=C(C(=O)Cl)C=C1)C(F)(F)F 4-(2-(methylsulfonyl)ethoxy)-3-(trifluoromethyl)benzoyl chloride